OC=1C=C(C=2C(=CC3=C4C=C(C=CC4=C(C=C3C2C1)O)O)O)OCC 3,6,9,12-tetrahydroxyethoxychrysene